CS(=O)(=O)C1C[C@@]2([C@H](N(C1)C)CCC2)CO [(4aS,7aR)-3-methanesulfonyl-1-methyl-octahydro-1H-cyclopenta[b]pyridin-4a-yl]methanol